1-(5-methyl-4-(6-(3-((2-(trifluoromethyl)phenoxy)methyl)piperidin-1-yl)pyrazin-2-yl)-3,6-dihydropyridin-1(2H)-yl)ethan-1-one CC1=C(CCN(C1)C(C)=O)C1=NC(=CN=C1)N1CC(CCC1)COC1=C(C=CC=C1)C(F)(F)F